Indole-14C N1[14CH]=CC2=CC=CC=C12